C(CC)CCC(C)=O propyl-3-butanone